4-(3,6-di-tert-butyl-9H-carbazole-9-yl)-2-(pyridin-2-yl)phenol C(C)(C)(C)C=1C=CC=2N(C3=CC=C(C=C3C2C1)C(C)(C)C)C1=CC(=C(C=C1)O)C1=NC=CC=C1